OC=1C(C2=CC=CC=C2C(C1)=C=O)=C=O 2-hydroxy-1,4-dicarbonylnaphthalene